C(C)(C)(C)OOC(C1=CC=CC=C1)=O.COC=1C=CC(=C(C1)C1=CC=C(C(=C1)OC)N)N 5,5'-dimethoxy-2,4'-diaminobiphenyl t-butyl-peroxybenzoate